2-(((2,3-dioxoindolin-5-yl)methyl)thio)-4-ethyl-6-(4-methyl-1,4-diazepan-1-yl)pyridine-3,5-dicarbonitrile O=C1NC2=CC=C(C=C2C1=O)CSC1=NC(=C(C(=C1C#N)CC)C#N)N1CCN(CCC1)C